N-(5-(4-fluorostyryl)-6-((2-(thiazol-2-yl)ethyl)amino)pyridin-3-yl)ethenesulfonamide FC1=CC=C(C=CC=2C=C(C=NC2NCCC=2SC=CN2)NS(=O)(=O)C=C)C=C1